O[C@H](C(=O)N[C@H](C(=O)N1N[C@@H](CCC1)C(=O)OCC(Cl)(Cl)Cl)C)C(C)C 2,2,2-trichloroethyl (3S)-1-[(2S)-2-[[(2S)-2-hydroxy-3-methyl-butanoyl]amino]propanoyl]hexahydropyridazine-3-carboxylate